NCC=1C=C2C(=CN(C2=CC1)C(=O)OC(C)(C)C)C=O TERT-BUTYL 5-(AMINOMETHYL)-3-FORMYL-1H-INDOLE-1-CARBOXYLATE